CS(=O)(=O)C=1C=C(C=CC1)C1=CC=C(C=C1)N1N=NC(=C1)C1=CC=CC=C1 1-(3'-(methylsulfonyl)-[1,1'-biphenyl]-4-yl)-4-phenyl-1H-1,2,3-triazole